NC(CCN)O 1,3-diamino-propanol